ClC=1C(=C(C=CC1)NC=1C2=C(NC1C1=CC=NC3=CC=C(N=C13)F)CCOC2=O)OC 3-[(3-chloro-2-methoxyphenyl)amino]-2-(6-fluoro-1,5-naphthyridin-4-yl)-1H,6H,7H-pyrano[4,3-b]pyrrol-4-one